N=1SN=C2C1C=CC(=C2)S(=O)(=O)N2CCC1(CC(CO1)NC[C@@H](COC=1C=C(C=CC1)S(=O)(=O)N(C)C)O)CC2 3-((2S)-3-(8-(benzo[c][1,2,5]thiadiazol-5-ylsulfonyl)-1-oxa-8-azaspiro[4.5]dec-3-ylamino)-2-hydroxypropoxyl)-N,N-dimethylbenzenesulfonamide